O[Si](C(CCN1C(NCC1)=O)CCC)(O)O 1-[3-(trihydroxysilyl)hexyl]-2-imidazolidinone